FC(C1=CC(=CS1)C(=O)NCC1=C(C=CC2=C1N(C=N2)C)C)F 5-(difluoromethyl)-N-((1,6-dimethyl-1H-benzimidazol-7-yl)methyl)thiophene-3-carboxamide